N-methyl-N-(2-pyridylmethyl)amine CNCC1=CC=CC=N1